6-(4-((1-phenylethyl)amino)quinazolin-6-yl)oxazolo[4,5-b]pyridin-2(3H)-one C1(=CC=CC=C1)C(C)NC1=NC=NC2=CC=C(C=C12)C=1C=C2C(=NC1)NC(O2)=O